COC1=CC=C(CNC(=O)NC2CC3(C2)CC(C3)CC=3C=NC(=CC3)C)C=C1 1-(4-methoxybenzyl)-3-(6-((6-methylpyridin-3-yl)methyl)spiro[3.3]hept-2-yl)urea